C(C=CCC(=O)O)(=O)O.C(CCC)OCCCC mono-butyl ether glutaconate